(3-(3,4-dihydroisoquinolin-2(1H)-yl)-4-hydroxycyclopentyl)carbamic acid tert-butyl ester C(C)(C)(C)OC(NC1CC(C(C1)O)N1CC2=CC=CC=C2CC1)=O